1-(2-chloro-5-methylpyridin-4-yl)-5-(trifluoromethyl)-1H-pyrazole-4-carboxylic acid ethyl ester C(C)OC(=O)C=1C=NN(C1C(F)(F)F)C1=CC(=NC=C1C)Cl